O1C(C1)C(=O)OC(NC[Si](OCC)(OCC)OCC)=O oxirane-2-carbonyl-N-[(triethoxysilyl)methyl]carbamate